5-methoxy-1,2,6-trimethyl-4-oxo-1,4-dihydropyridine-3-carboxylic acid COC=1C(C(=C(N(C1C)C)C)C(=O)O)=O